2,5-dimercapto-terephthalic acid SC1=C(C(=O)O)C=C(C(=C1)C(=O)O)S